N-(3-methyl-2-(4-methylpiperazin-1-yl)butyl)-2-(thiophen-3-yl)quinazolin-4-amine CC(C(CNC1=NC(=NC2=CC=CC=C12)C1=CSC=C1)N1CCN(CC1)C)C